2-cyclopropyl-3,4-dihydropyrrolo[1,2-a]pyrazin C1(CC1)N1CC=2N(CC1)C=CC2